1-cyclopentyl-5-[2-(methylsulfanyl)phenyl]-1H-pyrazol C1(CCCC1)N1N=CC=C1C1=C(C=CC=C1)SC